3-hydroxy-3-(trifluoromethyl)cyclobutane-1,1-dicarboxylic acid silver [Ag].OC1(CC(C1)(C(=O)O)C(=O)O)C(F)(F)F